(4-fluoro-3-(fluoromethyl)-3-hydroxybut-1-yn-1-yl)-4-(6-(6-((6-methoxypyridin-3-yl)methyl)-3,6-diazabicyclo[3.1.1]heptan-3-yl)pyridin-3-yl)pyrazolo[1,5-a]pyridine-3-carbonitrile FCC(C#CC1=NN2C(C(=CC=C2)C=2C=NC(=CC2)N2CC3N(C(C2)C3)CC=3C=NC(=CC3)OC)=C1C#N)(O)CF